N-(6-(3-(4-chlorobenzyl)ureido)spiro[3.3]hept-2-yl)-2-methylisonicotinamide ClC1=CC=C(CNC(NC2CC3(CC(C3)NC(C3=CC(=NC=C3)C)=O)C2)=O)C=C1